[Co]([2H])[2H] cobalt deuteride